C(C)(C)(C)OC(=O)N1CCN(CC1)CC1(CC(C1)C1=CC=CC=2N(C(N(C21)C)=O)COCC[Si](C)(C)C)O 4-[[1-hydroxy-3-[3-methyl-2-oxo-1-(2-trimethylsilylethoxymethyl)benzoimidazol-4-yl]cyclobutyl]methyl]piperazine-1-carboxylic acid tert-butyl ester